4-METHOXY-1H-INDOL-2-YLBORONIC ACID COC1=C2C=C(NC2=CC=C1)B(O)O